(+/-)-N5-((1R,5S,6r)-3-oxabicyclo[3.1.0]hexan-6-yl)-3-(3-cyanophenyl)-N7-methyl-2,3-dihydrobenzofuran-5,7-dicarboxamide [C@H]12COC[C@@H]2C1NC(=O)C=1C=C(C2=C(C(CO2)C2=CC(=CC=C2)C#N)C1)C(=O)NC